(E)-1-(2-(4-(4-(dimethylamino)but-2-enoyl)piperazin-1-yl)ethyl)-5-((2-(6-(2,2,2-trifluoroethyl)quinazolin-4-yl)-2,7-diazaspiro[3.5]nonan-7-yl)methyl)-1H-indole-2-carbonitrile CN(C/C=C/C(=O)N1CCN(CC1)CCN1C(=CC2=CC(=CC=C12)CN1CCC2(CN(C2)C2=NC=NC3=CC=C(C=C23)CC(F)(F)F)CC1)C#N)C